(R)-2-(3-((6-(2-(ethoxymethoxy)-4-formylphenyl)-5-methylpyridazin-3-yl)amino)piperidine-1-yl)acetonitrile C(C)OCOC1=C(C=CC(=C1)C=O)C1=C(C=C(N=N1)N[C@H]1CN(CCC1)CC#N)C